2-(Benzyloxy)-6-methyl-1,1'-biphenyl C(C1=CC=CC=C1)OC1=C(C(=CC=C1)C)C1=CC=CC=C1